N-[4-amino-1-(2-trimethylsilylethoxymethyl)pyrazolo[4,3-c]pyridin-7-yl]-N'-benzyl-N'-(pyrimidin-2-ylmethyl)oxamide NC1=NC=C(C2=C1C=NN2COCC[Si](C)(C)C)NC(=O)C(=O)N(CC2=NC=CC=N2)CC2=CC=CC=C2